CO[C@](C(=O)N1CCOC2=C(C1)C=NC=C2C#N)(CC)C 4-[(2S)-2-methoxy-2-methyl-butyryl]-3,5-dihydro-2H-pyrido[3,4-f][1,4]oxaazepine-9-Carbonitrile